OC1=CC=NC=C1C(=O)N 4-hydroxynicotinamide